(2R)-2-(3-bromopropanamido)-2-phenylacetate BrCCC(=O)N[C@@H](C(=O)[O-])C1=CC=CC=C1